(1R,3S)-3-(3-amino-1H-pyrazol-5-yl)cyclopentyl cyclopropylcarbamate C1(CC1)NC(O[C@H]1C[C@H](CC1)C1=CC(=NN1)N)=O